O4-succinyl-L-homoserine C(CCC(=O)O)(=O)OCC[C@H](N)C(=O)O